C1(=C(C(=C(C(=C1[2H])[2H])[2H])[2H])[2H])C1=C2C(=C(C(=C(C2=C(C2=C(C(=C(C(=C12)[2H])[2H])[2H])[2H])OB(O)O)[2H])[2H])[2H])[2H] [10-(phenyl-2,3,4,5,6-d5)-9-anthryl-1,2,3,4,5,6,7,8-d8]-boric acid